7-(2-(4-(benzo[d]thiazol-2-yl)phenoxy)ethoxy)-4-methyl-2H-benzopyran-2-one S1C(=NC2=C1C=CC=C2)C2=CC=C(OCCOC1=CC3=C(C(=CC(O3)=O)C)C=C1)C=C2